C(C)(=O)N(C1=C(C=NC2=C(C=CC=C12)C1=C(C(=CC(=C1)F)F)F)C(=O)NN1CCOC2=C1C=CC=C2)C 4-[acetyl(methyl)amino]-N-(2,3-dihydro-1,4-benzoxazin-4-yl)-8-(2,3,5-trifluorophenyl)quinoline-3-carboxamide